C1(CCC1)CN(C(OC(C)(C)C)=O)CC=1C=CC=2N(C1)C=C(N2)CN2C(C1=CN=CC(=C1C=C2)NC)=O tert-butyl N-(cyclobutylmethyl)-N-[[2-[[5-(methylamino)-1-oxo-2,7-naphthyridin-2-yl]methyl]imidazo[1,2-a]pyridin-6-yl]methyl]carbamate